C(C)(C)(C)C1=C(C(=C(C(=C1C(=O)N)C(C)(C)C)C(=O)N)C(C)(C)C)C(=O)N tri-tert-butyl-1,3,5-benzenetricarboxamide